(4-(bromomethyl)phenoxy)triisopropylsilane benzyl-(1,3-dihydroxy-2-(hydroxymethyl)propan-2-yl)carbamate C(C1=CC=CC=C1)N(C(O)=O)C(CO)(CO)CO.BrCC1=CC=C(O[Si](C(C)C)(C(C)C)C(C)C)C=C1